NC1=NC=2C=CC(=CC2C2=C1COC2)C(=O)N(CC2=NC=C(C=C2)C#C)CC2CC2 4-amino-N-(cyclopropylmethyl)-N-((5-ethynylpyridin-2-yl)methyl)-1,3-dihydrofuro[3,4-c]quinoline-8-carboxamide